FC(C(F)(F)F)(F)SCC(F)(F)F (2,2,2-trifluoroethyl) (perfluoroethyl) sulfide